C(C)(C)N1C(C=CC(=C1)C1=NC(=NC=C1F)NC1=CC=C(C=C1)N(C)C)=O 1-isopropyl-5-(2-(4-(dimethylamino)phenyl)amino-5-fluoropyrimidin-4-yl)-pyridin-2(1H)-one